C(CCCCCCC\C=C/C\C=C/CCCCC)(=O)C(CN(C)C)CC(CCCCCCC\C=C/C\C=C/CCCCC)=O 2,3-Dilinoleoyl-N,N-dimethylpropylamine